C(C)(C)(CC)NC(CC(C(=O)O)CCC[Si](OC)(OC)OC)=O 2-(2-(tert-pentylamino)-2-oxoethyl)-5-(trimethoxysilyl)pentanoic acid